tert-Butyl (1R,2S,5S)-2-((1-(2,2,2-trifluoroethyl)-1H-pyrazol-3-yl)carbamoyl)-3-azabicyclo[3.1.0]hexane-3-carboxylate FC(CN1N=C(C=C1)NC(=O)[C@@H]1[C@@H]2C[C@@H]2CN1C(=O)OC(C)(C)C)(F)F